tert-butyl (3S,4R)-3-((4-((2-((tert-butoxycarbonyl)amino)-ethyl)carbamoyl)phenoxy)methyl)-4-(4-fluorophenyl)piperidine-1-carboxylate C(C)(C)(C)OC(=O)NCCNC(=O)C1=CC=C(OC[C@@H]2CN(CC[C@H]2C2=CC=C(C=C2)F)C(=O)OC(C)(C)C)C=C1